BrC1=C(C=C(C(=C1)C(F)(F)F)Cl)OC1=C(C=C(C=C1)F)C 1-bromo-4-chloro-2-(4-fluoro-2-methylphenoxy)-5-(trifluoromethyl)benzene